N-(1-(3-(pentafluoro-lambda6-sulfanyl)benzyl)-1H-indol-5-yl)acrylamide FS(C=1C=C(CN2C=CC3=CC(=CC=C23)NC(C=C)=O)C=CC1)(F)(F)(F)F